pentalene-4-carboxylic acid ((S)-2-hydroxy-1-phenyl-ethyl)-amide OC[C@H](C1=CC=CC=C1)NC(=O)C=1C2=CC=CC2=CC1